2-methoxy-9,10-dihydroacridine COC1=CC=2CC3=CC=CC=C3NC2C=C1